P(=O)(OCCCCCCCC)(OCCCCCCCC)[O-] dioctyl phosphate